COC(C1=C(C=C(C=C1)C1=NOC(C1)(C(F)(F)F)C1=C(C(=CC(=C1)C(F)(F)F)C(F)F)F)C)=O 4-[5-[3-(difluoromethyl)-2-fluoro-5-(trifluoromethyl)phenyl]-5-(trifluoromethyl)-4H-isoxazol-3-yl]-2-methyl-benzoic acid methyl ester